CN(C=1C=NC=2N(C1)N=CC2C(=O)O)C 6-(Dimethylamino)pyrazolo[1,5-a]pyrimidine-3-carboxylic acid